methyl (1s,3s)-1-methyl-3-((7-(5-methyl-1,2,4-oxadiazol-3-yl)isoquinolin-1-yl)amino)cyclobutane-1-carboxylate CC1(CC(C1)NC1=NC=CC2=CC=C(C=C12)C1=NOC(=N1)C)C(=O)OC